1-(6-(4-(4-isoquinolinyl)-5,6,7,8-tetrahydro-2-quinazolinyl)-2,6-diazaspiro[3.4]octan-2-yl)-2-propen-1-one C1=NC=C(C2=CC=CC=C12)C1=NC(=NC=2CCCCC12)N1CC2(CN(C2)C(C=C)=O)CC1